dipentyloxyheptylmethoxymethyl ether C(CCCC)OC(CCCCCCC(OC)OC(CCCCCCC(OCCCCC)OCCCCC)OC)OCCCCC